(S)-N-(5-(6-ethoxypyrazin-2-yl)pyridin-2-yl)-2-fluoro-2-(2-(methylsulfonamido)pyrimidin-4-yl)butanamide C(C)OC1=CN=CC(=N1)C=1C=CC(=NC1)NC([C@](CC)(C1=NC(=NC=C1)NS(=O)(=O)C)F)=O